6-[3-[[1-[2-(aminomethyl)-3,3-difluoro-allyl]-5-oxo-1,2,4-triazol-4-yl]methyl]phenyl]-8-methyl-3,4-dihydro-1H-quinolin-2-one NCC(CN1N=CN(C1=O)CC=1C=C(C=CC1)C=1C=C2CCC(NC2=C(C1)C)=O)=C(F)F